ClC=1C(=C(C(=CC1Cl)Cl)OC(C(=O)OC1=C(C(=C(C=C1Cl)Cl)Cl)C(=O)OCC1CCCC1)=O)C(=O)OCC1CCCC1 bis{3,4,6-trichloro-2-[(cyclopentylmethoxy)carbonyl] phenyl}-Oxalat